(Z)-(3-(1-(4-amino-2-fluorobut-2-en-1-yl)-6-(trifluoromethyl)-1H-benzo[d][1,2,3]triazol-4-yl)-4-fluorophenyl)methanol NC\C=C(\CN1N=NC2=C1C=C(C=C2C=2C=C(C=CC2F)CO)C(F)(F)F)/F